OC1=C(C=C(C=C1C)C1=NC2=CC=C(C=C2C(N1)=O)C=C)C 2-(4-hydroxy-3,5-dimethylphenyl)-6-vinylquinazolin-4(3H)-one